C(C)(=O)O[C@@H](C(=O)O)C(F)(F)F (S)-2-acetoxy-3,3,3-trifluoropropionic acid